ethyl (2R,3S,4S,5R)-3-(2-amino-3,4-difluorophenyl)-4,5-dimethyl-5-(trifluoromethyl)tetrahydrofuran-2-carboxylate NC1=C(C=CC(=C1F)F)[C@H]1[C@@H](O[C@]([C@H]1C)(C(F)(F)F)C)C(=O)OCC